(S)-1-(3-chloro-3'-(2-(3-ethyl-3-hydroxypyrrolidin-1-yl)pyridin-4-yl)-5'-fluoro-2'-hydroxy-[1,1'-biphenyl]-4-yl)-3-methyl-1H-imidazol-2(3H)-one ClC=1C=C(C=CC1N1C(N(C=C1)C)=O)C1=C(C(=CC(=C1)F)C1=CC(=NC=C1)N1C[C@](CC1)(O)CC)O